CC=1C(=C(C=CC1)O)C=C methyl-vinylphenol